FC(CN1C(=NC=2C1=NC(=CC2)C=2C=CN1N=C(N=CC12)N[C@@H]1CC[C@@H](CC1)N)C)F cis-N1-(5-(3-(2,2-difluoroethyl)-2-methyl-3H-imidazo[4,5-b]pyridin-5-yl)pyrrolo[2,1-f][1,2,4]triazin-2-yl)cyclohexane-1,4-diamine